O=C1N(C(C=C1)=O)CCC(=O)NCC(=O)NCC(=O)NCC(=O)NCC(=O)NCC(=O)N[C@@H](C(C)C)C(=O)N[C@@H](C)C(=O)O (3-(2,5-dioxo-2,5-dihydro-1H-pyrrol-1-yl)propanoyl)glycylglycylglycylglycylglycyl-L-valyl-L-alanine